FC1=C(C#N)C(=CC(=C1)CC(C)C)N1CC(N(CC1)CC=1SC(=CN1)C)C 2-fluoro-4-isobutyl-6-[3-methyl-4-[(5-methylthiazol-2-yl)methyl]piperazin-1-yl]benzonitrile